(2S)-2-amino-N-[(1-aminoisoquinolin-6-yl)methyl]-3-(naphthalen-1-yl)propionamide dihydrochloride Cl.Cl.N[C@H](C(=O)NCC=1C=C2C=CN=C(C2=CC1)N)CC1=CC=CC2=CC=CC=C12